C(C)(=O)NCC1CCN(CC1)CC1=CC(=NC(=C1)C1=CC(=CC(=C1)Cl)Cl)OC=1C=NC(=NC1)N1CCN(CC1)C(CCC(=O)O)C 4-(4-(5-((4-((4-(acetamidomethyl)piperidin-1-yl)methyl)-6-(3,5-dichlorophenyl)pyridin-2-yl)oxy)pyrimidin-2-yl)piperazin-1-yl)pentanoic acid